4,4,5,5-tetramethyl-2-(perylen-2-yl)-1,3,2-dioxaborolane CC1(OB(OC1(C)C)C1=CC=2C=3C=CC=C4C=CC=C(C5=CC=CC(=C1)C52)C43)C